3-[7-[3-[2-(2-Aminoethoxy)ethoxy]propyl]-2-oxo-1,3-benzoxazol-3-yl]piperidine-2,6-dione NCCOCCOCCCC1=CC=CC=2N(C(OC21)=O)C2C(NC(CC2)=O)=O